C(C(C)(C)C)C1=NC(=NO1)C1=CC=C(C=C1)C=O (4-(5-neopentyl-1,2,4-oxadiazol-3-yl)phenyl)methanone